N1(C=NC=C1)CCCCC1=CC=C(C=C1)O 4-(4-(1H-imidazol-1-yl)butyl)phenol